4-amino-N-((4S)-7,8-difluoro-3,4-dihydro-1H-2-benzopyran-4-yl)-N,1-dimethyl-1H-pyrazolo[4,3-c]-quinoline-8-carboxamide NC1=NC=2C=CC(=CC2C2=C1C=NN2C)C(=O)N(C)[C@@H]2COCC1=C2C=CC(=C1F)F